5-fluoro-1-(5-(3-fluoro-4-methylphenyl)-2-(m-tolyl)oxazol-4-yl)-4-(methylamino)pyrimidin-2(1H)-one FC=1C(=NC(N(C1)C=1N=C(OC1C1=CC(=C(C=C1)C)F)C=1C=C(C=CC1)C)=O)NC